BrC=1C2(C3=CC=CC=C3C1)CCC(CC2)(C(=O)O)NC2=CC(=CC=C2)C (1s,4s)-2'-bromo-4-(3-methylanilino)spiro[cyclohexane-1,1'-indene]-4-carboxylic acid